N-((2R,3S)-1-(1-(4-fluorophenyl)-1H-indazol-5-yl)-4,4-dimethyl-5-oxo-2-phenylpyrrolidin-3-yl)methanesulfonamide FC1=CC=C(C=C1)N1N=CC2=CC(=CC=C12)N1[C@@H]([C@H](C(C1=O)(C)C)NS(=O)(=O)C)C1=CC=CC=C1